N1=CC(=CC=C1)S(=O)(=O)Cl pyridine-3-Sulfonyl chloride